(S)-2-amino-3-(5-methoxy-1-methyl-1H-pyrrolo[2,3-b]pyridin-3-yl)propanoic acid N[C@H](C(=O)O)CC1=CN(C2=NC=C(C=C21)OC)C